C(CCC)N(C(=O)N(CCCC)CCCC)CCCC N,N,N',N'-tetrabutylurea